rac-(2R)-3-methyl-N-(3-methylbutyl)octan-2-amine CC([C@@H](C)NCCC(C)C)CCCCC |r|